tert-butyl N-[(3R)-7-(4-tert-butylpyrazol-1-yl)-5-[(4-chlorophenyl)methyl]-8-fluoro-1,1,4-trioxo-2,3-dihydro-1λ6,5-benzothiazepin-3-yl]carbamate C(C)(C)(C)C=1C=NN(C1)C=1C(=CC2=C(N(C([C@H](CS2(=O)=O)NC(OC(C)(C)C)=O)=O)CC2=CC=C(C=C2)Cl)C1)F